C(#N)C1=NC=2CCN3C(=NC4=C(C=C(C=C4C3=O)F)[C@@H](C)N[S@](=O)C(C)(C)C)C2C=C1 (R)-N-[(1R)-1-(3-cyano-10-fluoro-8-oxo-5,6-dihydro-1,6-naphthyridino[5,6-b]quinazolin-12-yl)ethyl]-2-methyl-propane-2-sulfinamide